[N+](=O)([O-])C1=CC=C(C=C1)N1CC(CCC1)C1=CC=CC=C1 1-(4-nitrophenyl)-3-phenylpiperidine